4-[2-chloro-6-(propylamino)-9H-purinyl]methyl-benzoic acid ClC1=NC(=C2N=CN(C2=N1)CC1=CC=C(C(=O)O)C=C1)NCCC